C(C)(=O)O.C(CCCCCCC\C=C/CCCCCCCC)N oleylamine-acetic acid salt